DODECENYLCYANIDE C(=CCCCCCCCCCC)C#N